C1(C=CC=CC1)C1=C(C=C(C=C1)O)O 4-Cyclohexa-2,4-dien-1-ylbenzene-1,3-diol